2-methylpropan-2-ol, lithium salt [Li].CC(C)(C)O